O=C1N(C(CC1)=O)C(C(=O)O)CN1C(C=CC1=O)=O.CC(C)(C)S(=O)(=O)C=1C(=CC=2N(C1)C(=CN2)C2=CC(=NC=C2)NC(C)=O)OC N-[4-[6-[(1,1-dimethylethyl)sulfonyl]-7-methoxyimidazo[1,2-a]pyridin-3-yl]-2-pyridinyl]acetamide 2,5-dioxopyrrolidin-1-yl-3-(2,5-dioxopyrrol-1-yl)propanoate